O=C1NC(CCC1N1CC2=CC=C(C(=C2C1=O)F)CNC(OCC1CC(C1)C1=CC=CC=C1)=O)=O ((1s,3s)-3-phenylcyclobutyl)methyl ((2-(2,6-dioxopiperidin-3-yl)-4-fluoro-3-oxoisoindolin-5-yl)methyl)carbamate